C1(CCC1)C1(NC(NC1=O)=O)CNC(=O)C1=NN(N=C1)C1=CC(=CC=C1)F N-[(4-cyclobutyl-2,5-dioxoimidazolidin-4-yl)methyl]-2-(3-fluorophenyl)-2H-1,2,3-triazole-4-carboxamide